(R)-1-D-valyl-N-(6-(trifluoromethoxy)benzo[d]thiazol-2-yl)pyrrolidine-2-carboxamide N[C@H](C(C)C)C(=O)N1[C@H](CCC1)C(=O)NC=1SC2=C(N1)C=CC(=C2)OC(F)(F)F